(R)-{4-[(p-chlorophenoxy)methyl]-7-azabicyclo[2.2.1]hept-1-yl}(m-fluorophenyl)methanol ClC1=CC=C(OCC23CCC(CC2)(N3)[C@H](O)C3=CC(=CC=C3)F)C=C1